N-(6-(3,5-difluoro-2-(hydroxymethyl)-6-methylphenyl)imidazo[1,2-a]pyridin-2-yl)-2-fluorocyclopropane-1-carboxamide FC=1C(=C(C(=C(C1)F)C)C=1C=CC=2N(C1)C=C(N2)NC(=O)C2C(C2)F)CO